[Na+].S(=O)(=O)([O-])OCCOCCO diethylene glycol monosulfate sodium